(S,E)-2-cyclopentyl-4-(3-fluorophenoxy)-N-(4-(methylsulfonyl)but-3-en-2-yl)pyrimidine-5-carboxamide C1(CCCC1)C1=NC=C(C(=N1)OC1=CC(=CC=C1)F)C(=O)N[C@@H](C)\C=C\S(=O)(=O)C